(R)-2-chloro-6-(3-(2-(2-fluoroethoxy)phenoxy)piperidin-1-yl)pyrazine ClC1=NC(=CN=C1)N1C[C@@H](CCC1)OC1=C(C=CC=C1)OCCF